2-(4-Chlorobenzoyl)-3-fluoro-5-(1-hydroxy-1-(tetrahydro-2H-pyran-4-yl)propyl)benzoic acid ClC1=CC=C(C(=O)C2=C(C(=O)O)C=C(C=C2F)C(CC)(C2CCOCC2)O)C=C1